(3R)-1-[2-[5-bromo-2-(8-chloro-4-oxo-chromen-2-yl)phenoxy]ethyl]pyrrolidine-3-carboxylic acid methyl ester COC(=O)[C@H]1CN(CC1)CCOC1=C(C=CC(=C1)Br)C=1OC2=C(C=CC=C2C(C1)=O)Cl